2-[3-(1-Fluorocyclopropyl)phenyl]-4,4,5,5-tetramethyl-1,3,2-dioxaborolane FC1(CC1)C=1C=C(C=CC1)B1OC(C(O1)(C)C)(C)C